((2R,3S,5R)-3-((tert-butyldiphenylsilyl)oxy)-5-(6-(((E)-1-methylpyrrolidin-2-ylidene)amino)-9H-purin-9-yl)tetrahydrofuran-2-yl)methanol [Si](C1=CC=CC=C1)(C1=CC=CC=C1)(C(C)(C)C)O[C@@H]1[C@H](O[C@H](C1)N1C2=NC=NC(=C2N=C1)/N=C\1/N(CCC1)C)CO